COC1=NC=CC(=C1)C=1C(=C(NC1)C(=O)OCC)C ethyl 4-(2-methoxypyridin-4-yl)-3-methyl-1H-pyrrole-2-carboxylate